C1(CCCCCCCCC1)(O)O cyclodecanediol